FC1(CCC(CC1)NC(C1=NC(=CC=C1)N1C=NC=C1)=O)F N-(4,4-difluorocyclohexyl)-6-(1H-imidazol-1-yl)picolinamide